C(C1=CC=CC=C1)NC([C@H](CC1CC1)O)=O (S)-N-benzyl-3-cyclopropyl-2-hydroxypropanamide